(6aR)-3-chloro-4-fluoro-1-(4-hydroxy-2,2-dimethylpyrrolidin-1-yl)-12-oxo-6a,7,9,10-tetrahydro-12H-pyrazino[2,1-c]pyrido[3,4-f][1,4]oxazepin-8(6H)-carboxylic acid tert-butyl ester C(C)(C)(C)OC(=O)N1C[C@@H]2COC3=C(C(N2CC1)=O)C(=NC(=C3F)Cl)N3C(CC(C3)O)(C)C